C1(=CC=CC=C1)C1CN(CC12CCC2)C(=O)C2=CC=CC(N2)=O 6-(8-phenyl-6-azaspiro[3.4]octane-6-carbonyl)pyridin-2(1H)-one